1-(4-(1-methyl-1H-pyrazol-3-yl)-2-(4-(trifluoromethyl)phenyl)-5,8-dihydropyrido[3,4-d]pyrimidin-7(6H)-yl)but-2-yn-1-one CN1N=C(C=C1)C=1C2=C(N=C(N1)C1=CC=C(C=C1)C(F)(F)F)CN(CC2)C(C#CC)=O